FC1=CC=C(C=C1)C=1C(N(N=CC1)CCCCN1CCOCC1)=O 4-(4-fluorophenyl)-2-(4-morpholinobutyl)pyridazin-3(2H)-one